(R)-N-(1-cyanopyrrolidin-3-yl)-2-fluoro-4-(pyrimidin-2-ylamino)benzamide C(#N)N1C[C@@H](CC1)NC(C1=C(C=C(C=C1)NC1=NC=CC=N1)F)=O